COC(C1=C(C(=C(C(=O)OC)C(=C1)Cl)C#C[Si](C)(C)C)N)=O 2-amino-3-(trimethylsilylethynyl)-5-chloroterephthalic acid dimethyl ester